cresyl-thiodicarboxamide C1(=CC=C(C=C1)C)NC(=O)SC(=O)N